tert-Butyl benzyl((5-methyl-6-((1-(naphthalen-1-yl)cyclopropyl)carbamoyl)-1H-indol-2-yl)methyl)carbamate C(C1=CC=CC=C1)N(C(OC(C)(C)C)=O)CC=1NC2=CC(=C(C=C2C1)C)C(NC1(CC1)C1=CC=CC2=CC=CC=C12)=O